tert-butyl (S)-2-((3-((1-(7-(1-(difluoromethyl)-1H-pyrazol-3-yl)-2-methyl quinolin-5-yl)cyclopropyl)carbamoyl)-4-methylphenoxy)methyl)azetidine-1-carboxylate FC(N1N=C(C=C1)C1=CC(=C2C=CC(=NC2=C1)C)C1(CC1)NC(=O)C=1C=C(OC[C@H]2N(CC2)C(=O)OC(C)(C)C)C=CC1C)F